(S)-1-([1,1'-biphenyl]-3-yl)-1,1-difluoro-3-methylbutan-2-yl ((S)-4-methyl-1-oxo-1-(((S)-1-oxo-3-((S)-2-oxopyrrolidin-3-yl)propan-2-yl)amino)pentan-2-yl)carbamate CC(C[C@@H](C(N[C@H](C=O)C[C@H]1C(NCC1)=O)=O)NC(O[C@H](C(F)(F)C=1C=C(C=CC1)C1=CC=CC=C1)C(C)C)=O)C